N1(CCNCC1)[C@H]1C=2C(NCC1)=C(N(N2)C2=CC=C(C=C2)OC2=CC=C(C=C2)OC(F)(F)F)C(=O)N (7R)-7-(piperazin-1-yl)-2-{4-[4-(trifluoromethoxy)phenoxy]phenyl}-4,5,6,7-tetrahydro-2H-pyrazolo[4,3-b]pyridine-3-carboxamide